CS(=O)(=O)C=1C=C(OC2=C(C=CC=C2)[N+](=O)[O-])C=CC1 1-(3-(methylsulfonyl)phenoxy)-2-nitrobenzene